(S)-N1-(5-methyl-4-oxo-7-(pyrimidin-5-ylethynyl)-2,3,4,5-tetrahydrobenzo[b][1,4]oxazepin-3-yl)-N2-phenethyloxalamide CN1C2=C(OC[C@@H](C1=O)NC(C(=O)NCCC1=CC=CC=C1)=O)C=CC(=C2)C#CC=2C=NC=NC2